Ethyl (5-(4-oxo-3,4-dihydrophthalazin-1-yl)-1H-benzimidazol-2-yl)carbamate O=C1NN=C(C2=CC=CC=C12)C1=CC2=C(NC(=N2)NC(OCC)=O)C=C1